N1=NN(C2=NC=CC=C21)O 3H-[1,2,3]triazolo[4,5-b]pyridine-3-ol